5-(5-ethyl-2-methyl-6-oxo-1,6-dihydro-pyridin-3-yl)-thiophene-2-sulfonic acid [2-(3,3-difluoro-pyrrolidin-1-yl)-ethyl]-amide FC1(CN(CC1)CCNS(=O)(=O)C=1SC(=CC1)C1=C(NC(C(=C1)CC)=O)C)F